1H-benzo[1,2,3]triazole N1N=NC2=C1C=CC=C2